CS(=O)(=O)OC(C(F)F)C1=CC(=CC=C1)S(=O)(=O)N1CCC(CC1)NC(=O)OC(C)(C)C 1-(3-((4-((tert-butoxycarbonyl)amino)piperidin-1-yl)sulfonyl)phenyl)-2,2-difluoroethyl methanesulfonate